4-(dihydroxyphenyl)phenylphosphine oxide OC=1C(=C(C=CC1)C1=CC=C(C=C1)[PH2]=O)O